OC1CC(CN(CC1)C(=O)OCC1=CC=CC=C1)S(=O)(=O)C benzyl 5-hydroxy-3-(methylsulfonyl)azepane-1-carboxylate